C(CCCCCCCCCCC)(=O)OCCCC.C(CCCCCCCCCCC)(=O)OCCCC dibutyl dilaurate